1,7-heptanedithiol C(CCCCCCS)S